BrC=1C2=CC=C(C=C2C(=C2C=CC(=CC12)C(C)(C)C)Br)C(C)(C)C 9,10-dibromo-2,6-di-tert-butylanthracene